N[C@@H]1C[C@H](C1)OC=1C=2N(C=C(C1)C1=CC=C(C=C1)O)C=NC2 trans-4-(8-(3-aminocyclobutoxy)imidazo[1,5-a]pyridin-6-yl)phenol